CC1=NC(=CC=C1C=1C=C(C=CC1)C1=NC(=NC(=N1)C1=CC=CC=C1)C1=CC=CC=C1)C 2-[3-(2,6-dimethyl-3-pyridinyl)phenyl]-4,6-diphenyl-1,3,5-triazine